BrC=1C=C2C(=C(C=NC2=CC1)N)NC1=CC=C(C=C1)C(C)(C)C 6-bromo-N4-(4-(tert-butyl)phenyl)-quinoline-3,4-diamine